3-chloro-N-((5-cyclopropyl-1H-indazol-yl)methyl)-4-methylbenzamide ClC=1C=C(C(=O)NCN2N=CC3=CC(=CC=C23)C2CC2)C=CC1C